N-[6-[3-(6-methyl-2-pyridyl)-1H-pyrazol-4-yl]-1,5-naphthyridin-3-yl]propanamide CC1=CC=CC(=N1)C1=NNC=C1C=1N=C2C=C(C=NC2=CC1)NC(CC)=O